FC(C(C#N)(C(F)(F)F)F)(F)F Heptafluoro-Isobutyronitril